C(#C)C1=CC=C2C(=N1)SC(=N2)N 5-ethynyl-thiazolo[5,4-b]pyridin-2-amine